8'-azaspiro[azetidine-3,3'-bicyclo[3.2.1]octane]-8'-carboxylic acid tert-butyl ester C(C)(C)(C)OC(=O)N1C2CC3(CC1CC2)CNC3